C12CCCC(CC1)N2C2=C(C=C(C=C2C)NC(=O)C=2N=C(OC2CCF)N2CC(C2)(OC)CC)F N-(4-(8-azabicyclo[3.2.1]octan-8-yl)-3-fluoro-5-methylphenyl)-2-(3-ethyl-3-methoxyazetidin-1-yl)-5-(2-fluoroethyl)oxazole-4-carboxamide